2-(2-chlorophenyl)-N-(methylcarbamoylthio)-2-(4-(trifluoromethyl)pyridin-2-yl)acetamide ClC1=C(C=CC=C1)C(C(=O)NSC(NC)=O)C1=NC=CC(=C1)C(F)(F)F